rac-[(1R,2R,4R)-bicyclo[2.2.2]oct-5-en-2-yl]methanol [C@H]12[C@@H](C[C@H](C=C1)CC2)CO |r|